C(C=C)(=O)O.OCCCCCCCN1C(CCCC1=O)=O N-hydroxyheptyl-glutarimide acrylate